C(C)[C@]1(C(OCC=2C(N3CC=4C(=NC=5C=CC(=C6C5C4C=CS6)O)C3=CC21)=O)=O)O (S)-9-ethyl-4,9-dihydroxy-12,15-dihydro-13H-pyrano[3',4':6,7]indolizino[1,2-b]thiopyrano[4,3,2-de]quinoline-10,13(9H)-dione